N-((4-chloro-1-methyl-1H-pyrazol-5-yl)methyl)-6'-fluoro-4'-oxo-3',4'-dihydro-1'H-spiro[piperidine-4,2'-quinoline]-1-carboxamide ClC=1C=NN(C1CNC(=O)N1CCC2(NC3=CC=C(C=C3C(C2)=O)F)CC1)C